3-((5-(2,6-difluorophenyl)-1,3,4-oxadiazol-2-yl)methyl)quinolin-2(1H)-one FC1=C(C(=CC=C1)F)C1=NN=C(O1)CC=1C(NC2=CC=CC=C2C1)=O